NC1=CC=C(C=C1)C=1N=C(N(N1)C)NC(C1=CC=C(C=C1)OC(F)(F)F)=O N-[5-(4-aminophenyl)-2-methyl-1,2,4-triazol-3-yl]-4-(trifluoromethoxy)benzamide